ClC1=C(C=C(S1)C(=O)C=1C=NC=NC1)[C@@H](C)O 5-({5-chloro-4-[(1R)-1-hydroxyethyl]-2-thienyl}carbonyl)pyrimidin